N-Cyclopropyl-7-hydroxy-4-neopentyl-5-oxo-2-(1H-pyrazolo[4,3-c]pyridin-3-yl)-4,5-dihydropyrazolo[1,5-a]pyrimidine-6-carboxamide hydrochloride Cl.C1(CC1)NC(=O)C=1C(N(C=2N(C1O)N=C(C2)C2=NNC1=C2C=NC=C1)CC(C)(C)C)=O